4-(N-(3-(tert-butyl)-5-cyclopropylbenzyl)-2-(N-(2-fluorobenzyl)-(2,3,4,5,6-pentafluoro-phenyl)sulfonamido)acetamido)-3-(trifluoromethyl)benzoic acid C(C)(C)(C)C=1C=C(CN(C(CN(S(=O)(=O)C2=C(C(=C(C(=C2F)F)F)F)F)CC2=C(C=CC=C2)F)=O)C2=C(C=C(C(=O)O)C=C2)C(F)(F)F)C=C(C1)C1CC1